trans-1,2-dichloro-3,3,3-trifluoropropene ClC=C(C(F)(F)F)Cl